6-hydroxy-7-methoxy-3H-quinazoline OC1=CC2=CNCN=C2C=C1OC